tert-Butyl (2-(3-oxo-3-((2-(3-((1-((4aR-8aS)-3-oxooctahydro-2H-pyrido[4,3-b][1,4]oxazine-6-carbonyl)piperidin-4-yl)(phenyl)methyl)phenoxy)ethyl)amino)propoxy)ethyl)carbamate O=C(CCOCCNC(OC(C)(C)C)=O)NCCOC1=CC(=CC=C1)C(C1=CC=CC=C1)C1CCN(CC1)C(=O)N1C[C@@H]2[C@@H](OCC(N2)=O)CC1